N-methyl-N-methoxybutyl-pyrrolidinium tetrafluoroborate F[B-](F)(F)F.C[N+]1(CCCC1)CCCCOC